N-((S)-1-acryloylpyrrolidine-3-carbonyl)-N-methyl-L-valine tert-butyl ester C(C)(C)(C)OC([C@@H](N(C)C(=O)[C@@H]1CN(CC1)C(C=C)=O)C(C)C)=O